(2R,3S,5R)-5-(4-amino-2-chloro-7H-pyrrolo[2,3-d]pyrimidin-7-yl)-2-ethynyl-2-(hydroxymethyl)tetrahydrofuran-3-yl 2-(4-chlorophenyl)acetate ClC1=CC=C(C=C1)CC(=O)O[C@@H]1[C@](O[C@H](C1)N1C=CC2=C1N=C(N=C2N)Cl)(CO)C#C